7-bromo-6-methoxy-2-Methyl-9-(pyridin-2-yl)-9,10-dihydro-8-oxa-2,4,10a-triazanaphtho[2,1,8-cde]azulene BrC1=C(C=C2N=CC=3N(CN4CC(OC1=C2C34)C3=NC=CC=C3)C)OC